7-chloro-1-methyl-4-(1-(5-(((2-(piperidin-1-yl)ethyl)amino)methyl)pyrimidin-2-yl)piperidin-4-yl)-1,4-dihydropyrido[2,3-b]pyrazine-2,3-dione ClC1=CC2=C(N(C(C(N2C)=O)=O)C2CCN(CC2)C2=NC=C(C=N2)CNCCN2CCCCC2)N=C1